4-bromo-2-{[1,1-difluoropropan-2-yl]oxy}benzoic acid BrC1=CC(=C(C(=O)O)C=C1)OC(C(F)F)C